O1C=CNC2=C1C=CC=C2 4H-1,4-benzoxazine